ClC1=C(OC=2C(=NC=CC2)OCC(=O)OCC)C=C(C(=C1)F)N1C(N(C(=CC1=O)C(F)(F)F)C)=O ethyl [(3-{2-chloro-5-[3,6-dihydro-3-methyl-2,6-dioxo-4-(trifluoromethyl)pyrimidin-1(2H)-yl]-4-fluorophenoxy}-2-pyridyl)oxy]acetate